3-(1-methyl-1H-pyrazol-4-yl)-N-(3-(4-(methylcarbamoyl)-3-(trifluoromethyl)phenyl)-6-oxopyridazin-1(6H)-yl)quinoline-6-carboxamide CN1N=CC(=C1)C=1C=NC2=CC=C(C=C2C1)C(=O)NN1N=C(C=CC1=O)C1=CC(=C(C=C1)C(NC)=O)C(F)(F)F